7-(4-chlorobutoxy)-quinolin-2-one ClCCCCOC1=CC=C2C=CC(NC2=C1)=O